N-(1,3-benzodioxol-4-ylmethyl)-1-(2-ethoxy-4-pyridyl)methanamine O1COC2=C1C=CC=C2CNCC2=CC(=NC=C2)OCC